COC(C)C1CC=C(CC1)C=NO N-[[4-(1-methoxyethyl)cyclohexen-1-yl]methylidene]hydroxylamine